FC(C=1C=C2CC(NC2=CC1)=O)(F)F 5-(trifluoro-methyl)indolin-2-one